(S)-3-amino-3-(4-chlorophenyl)propanoic acid ethyl ester hydrochloride Cl.C(C)OC(C[C@@H](C1=CC=C(C=C1)Cl)N)=O